N-(3-chloro-5-(2-(4-chlorophenyl)propan-2-yl)phenyl)-5-((S-methylsulfonimidoyl)methyl)benzo[b]thiophene-2-carboxamide ClC=1C=C(C=C(C1)C(C)(C)C1=CC=C(C=C1)Cl)NC(=O)C1=CC2=C(S1)C=CC(=C2)CS(=O)(=N)C